(S)-1-(3-(5-hydroxy-6-oxo-1,6-dihydropyrimidin-4-yl)-2-(4-((4-(morpholinomethyl)phenyl)ethynyl)phenyl)propyl)azetidin-3-yl acetate C(C)(=O)OC1CN(C1)C[C@@H](CC=1N=CNC(C1O)=O)C1=CC=C(C=C1)C#CC1=CC=C(C=C1)CN1CCOCC1